2-(4-chloro-6-methyl-5,6,7,8-tetrahydropyrido[4,3-d]pyrimidin-2-yl)-1-fluoro-11-methyl-5,6,8,9,10,11-hexahydro-7H-pyrido[3',4':3,4]cyclopenta[1,2-f]isoquinolin-7-one ClC=1C2=C(N=C(N1)C=1N=CC=3CCC4=C(C3C1F)C(C1=C4C(NCC1)=O)C)CCN(C2)C